NC=1C(=C(C=C2C=C(N=CC12)NC(=O)[C@@H]1[C@@H](C1)CO)C=1C=NC=CC1C)F (1S,2R)-N-(8-amino-7-fluoro-6-(4-methylpyridin-3-yl)isoquinolin-3-yl)-2-(hydroxymethyl)cyclopropane-1-carboxamide